(difluoromethoxy)-4-iodo-2-isopropoxybenzene FC(OC1=C(C=C(C=C1)I)OC(C)C)F